C1(=C(C=CC=C1)NC(=S)NC1=C(C=CC=C1)C)C 1,3-di-o-tolylthiourea